COC1=NC(=CC=C1NC(=O)C1=C(N=NN1C1=CC=CC=C1)C)C=1C=NC=NC1 (2-methoxy-6-(pyrimidin-5-yl)pyridin-3-yl)-4-methyl-1-phenyl-1H-1,2,3-triazole-5-carboxamide